C1(C=2C(C(N1CCOC1=CC=C(C=C1)C1=CC=C(C=C1)OCCN1C(C=3C(C1=O)=CC=CC3)=O)=O)=CC=CC2)=O 4,4'-bis-(2-phthalimidoethoxy)biphenyl